C1(CC1)C1=NC=NC(=C1C1=NN2C(N(C(CC2)=O)[C@H](C)C2=CC=C(C=C2)C=2N(C=C(N2)C(F)(F)F)CC)=C1)OC (R)-2-(4-cyclopropyl-6-methoxypyrimidin-5-yl)-4-(1-(4-(1-ethyl-4-(trifluoromethyl)-1H-imidazol-2-yl)phenyl)ethyl)-6,7-dihydropyrazolo[1,5-a]pyrimidin-5(4H)-one